(R)-3-(isoquinolin-4-yl)-2-oxo-1-(5-(trifluoromethyl)pyridin-2-yl)imidazolidine-4-carbonitrile C1=NC=C(C2=CC=CC=C12)N1C(N(C[C@@H]1C#N)C1=NC=C(C=C1)C(F)(F)F)=O